[Cl-].[Cl-].[Zr+2].C1(C=CC=C1)C1=C(C(=C(C(=N)N)C=C1)C)C cyclopentadienyl-(dimethylbenzamidine) zirconium dichloride